(3-(2-(Dimethylamino)-2-oxoethyl)-2-methoxyphenyl)carbamate CN(C(CC=1C(=C(C=CC1)NC([O-])=O)OC)=O)C